(11R)-11-methyl-8,14-dioxa-10,19,20-triazatetracyclo[13.5.2.12,6.018,21]tricosa-1(20),2(23),3,5,15(22),16,18(21)-heptaen-9-one C[C@H]1NC(OCC2=CC=CC(C3=NNC=4C=CC(OCC1)=CC34)=C2)=O